4-((R)-4-isopropyl-2,5-dioxoimidazolidin-4-yl)benzoic acid C(C)(C)[C@@]1(NC(NC1=O)=O)C1=CC=C(C(=O)O)C=C1